1-(4-butylphenyl)-3-(3-phenyl-1H-pyrazol-4-yl)urea C(CCC)C1=CC=C(C=C1)NC(=O)NC=1C(=NNC1)C1=CC=CC=C1